(2S,5R)-7-oxo-2-(trichloromethyl)-1,6-diazabicyclo[3.2.1]octan-6-yl hydrogen sulfate S(=O)(=O)(ON1[C@@H]2CC[C@H](N(C1=O)C2)C(Cl)(Cl)Cl)O